3-Phenyl-4-(phenylseleno)butyronitrile C1(=CC=CC=C1)C(CC#N)C[Se]C1=CC=CC=C1